ClC1=C(CN(C([O-])=O)[C@H](C(=O)NC(C[C@H]2C(NCC2)=O)C(C(=O)NC2CC2)=O)CC(C)(C)C)C=CC(=C1)Cl 2,4-Dichlorobenzyl-((2S)-1-((4-(cyclopropylamino)-3,4-dioxo-1-((S)-2-oxopyrrolidin-3-yl)butan-2-yl)amino)-4,4-dimethyl-1-oxopentan-2-yl)carbamat